O1CC(CC2=CC=CC=C12)C(=O)NC(CC(=O)O)C1=CC(=C(C=C1)OC)OC 3-(chroman-3-carboxamido)-3-(3,4-dimethoxyphenyl)propanoic acid